6-ethyl-N-[(3S)-9-fluoro-2-oxo-5-phenyl-2,3-dihydro-1H-1,4-benzodiazepine-3-yl]-2-(2-fluorophenyl)-5H,6H,7H-pyrazolo[3,2-b][1,3]Oxazine-3-carboxamide C(C)C1CN2C(OC1)=C(C(=N2)C2=C(C=CC=C2)F)C(=O)N[C@@H]2C(NC1=C(C(=N2)C2=CC=CC=C2)C=CC=C1F)=O